N-(6-(5-cyanopyridin-2-yl)thiazolo[4,5-b]pyrazin-2-yl)-2'-chloro-5'-methoxy-6-methyl-[4,4'-bipyridine]-3-carboxamide C(#N)C=1C=CC(=NC1)C=1N=C2C(=NC1)N=C(S2)NC(=O)C=2C=NC(=CC2C2=CC(=NC=C2OC)Cl)C